CN(\C=N\S1SC(N=C1)=S)C (E)-N,N-dimethyl-N'-(3-thioxo-3H-1,2,4-dithiazol-S-yl)formimidamide